N1C(CC2=CC=CC=C12)=O indolin-2-one